C(C)C1OC(=C(C1=O)O)C 2-ethyl-5-methyl-4-hydroxy-3(2H)-furanone